6-(3-isopropyl-5-(1,4-dioxaspiro[4.5]dec-8-yl)-1H-indol-2-yl)-8-methoxy-[1,2,4]triazolo[1,5-a]pyridine C(C)(C)C1=C(NC2=CC=C(C=C12)C1CCC2(OCCO2)CC1)C=1C=C(C=2N(C1)N=CN2)OC